ClC1=CC(=C(C=C1)C1OC2=CC=CC=C2C=C1)F 2-(4-chloro-2-fluorophenyl)-2H-chromene